ClC=1C=CC(=C(C1)C1=CC(=C(N=N1)CO)NC1=CC=NC2=CC(=C(C=C12)C(=O)OC)OCCN1CCN(CC1)C)F methyl 4-{[6-(5-chloro-2-fluorophenyl)-3-(hydroxymethyl)pyridazin-4-yl]amino}-7-[2-(4-methylpiperazin-1-yl)ethoxy]quinoline-6-carboxylate